diethyl-hexyl-butyryl-aminotriazinone tert-butyl-(3-(2-((1-methyl-1H-pyrazol-4-yl)amino)pyrimidin-4-yl)-6,7,8,9-tetrahydro-5H-cyclohepta[c]pyridin-9-yl)carbamate C(C)(C)(C)N(C(O)=O)C1CCCCC2=C1C=NC(=C2)C2=NC(=NC=C2)NC=2C=NN(C2)C.C(C)C(CCC(=O)C2=C(C(NN=N2)=O)NCCCCCC)CC